O=C1C=C(CC[C@@H]2N1[C@@H](CC2)C(=O)OC)OS(=O)(=O)C(F)(F)F Methyl (3S,9aR)-5-oxo-7-(((trifluoromethyl)sulfonyl)oxy)-2,3,5,8,9,9a-hexahydro-1H-pyrrolo[1,2-a]azepine-3-carboxylate